pentenediamine C(=CCCC)(N)N